tert-butyl(4-(2-((7-chloro-6-(pyridin-4-yl)-1-(tetrahydro-2H-pyran-2-yl)-1H-indazol-4-yl)amino)ethoxy)butyl)(3,5-difluoro-4-(trifluoromethoxy)benzyl)carbamate C(C)(C)(C)OC(N(CC1=CC(=C(C(=C1)F)OC(F)(F)F)F)CCCCOCCNC1=C2C=NN(C2=C(C(=C1)C1=CC=NC=C1)Cl)C1OCCCC1)=O